OC1=C(C=CC(=C1)OC(C(=O)OCC(CCCC)OCC)C)C1=NC(=NC(=N1)C1=C(C=C(C=C1)OC(C(OCC(CCCC)OCC)=O)C)O)C1=C(C=C(C=C1)OC(C(OCC(CCCC)OCC)=O)C)O 2,4,6-Tris(2-hydroxy-4-(1-(2-ethoxyhexyloxy)-1-oxopropan-2-yloxy)phenyl)-1,3,5-triazine